2-[[4-[3-[(4-chloro-2-fluoro-phenyl)methoxy]phenyl]-2-oxo-1-pyridyl]methyl]-3-[[(2S)-oxetan-2-yl]methyl]-imidazo[4,5-b]pyridine ClC1=CC(=C(C=C1)COC=1C=C(C=CC1)C1=CC(N(C=C1)CC1=NC=2C(=NC=CC2)N1C[C@H]1OCC1)=O)F